3-ethynyl-2,4-difluoro-1,5-dimethoxybenzene C(#C)C=1C(=C(C=C(C1F)OC)OC)F